COC1=CC(=CC(=C1O[C@@H](CO)[C@H](C2=CC=C(C=C2)O)O)OC)C3=CC(=O)C4=C(C=C(C=C4O3)O)O The molecule is a flavonolignan isolated from the stems of Sinocalamus affinis. It has a role as a plant metabolite. It is a flavonolignan, a dimethoxybenzene, a secondary alcohol, a primary alcohol and a polyphenol.